(S)-3-fluoro-2-(3-(5-(trifluoromethyl)pyridin-2-yloxy)pyrrolidin-1-yl)benzonitrile FC=1C(=C(C#N)C=CC1)N1C[C@H](CC1)OC1=NC=C(C=C1)C(F)(F)F